perfluorosulfonic acid ammonium salt [NH4+].FS(=O)(=O)[O-]